ClC1=C(C=CC2=C1C(=NCCN2)C2=C(C=CC=C2F)F)Cl 6,7-dichloro-5-(2,6-difluorophenyl)-1,3-dihydro-1,4-benzodiazepine